O=C1NC(CCC1N(C=1C=C(C=CC1)N1[C@@H](CN(C[C@@H]1C)C(=O)OC(C)(C)C)C)C)=O tert-butyl (3R,5S)-4-[3-[(2,6-dioxo-3-piperidyl)-methyl-amino]phenyl]-3,5-dimethyl-piperazine-1-carboxylate